OC1[C@@H](O)[C@@H](O)[C@H](O)[C@H](O1)C 6-deoxymannopyranose